1-[4-(phenylthio)phenyl]octane C1(=CC=CC=C1)SC1=CC=C(C=C1)CCCCCCCC